Acetyl-thioacetate C(C)(=O)CC(=S)[O-]